NC=1C=C(C=CC1N)SC=1C=CC(=NC1)N1CCC(CC1)O 1-(5-((3,4-diaminophenyl)thio)pyridin-2-yl)piperidin-4-ol